O1C2=C(OC[C@@H]1CN1CCN(CC1)C=1SC=NN1)C=CC=C2 (S)-2-(4-((2,3-dihydrobenzo[b][1,4]dioxin-2-yl)methyl)piperazin-1-yl)-1,3,4-thiadiazole